(S)-4-(2-amino-3-(4-(4-(tetrahydro-2H-pyran-4-yl)-2-oxopiperazin-1-yl)phenyl)propanamido)-1H-indole-2-carboxylic acid tert-butyl ester C(C)(C)(C)OC(=O)C=1NC2=CC=CC(=C2C1)NC([C@H](CC1=CC=C(C=C1)N1C(CN(CC1)C1CCOCC1)=O)N)=O